COC1=C2C(=CC=3C4=CC(=CC=C4NC13)C(=O)OCC)C=1C=C(C=CC1N2)C(=O)OCC Diethyl 6-methoxy-5,7-dihydroindolo[2,3-b]carbazole-2,10-dicarboxylate